methyl (S)-2-(3-oxocyclohexyl)acetate O=C1C[C@H](CCC1)CC(=O)OC